(2r,4r)-4-((6-((1-(tert-butyl)-5-methyl-1H-pyrazol-3-yl)amino)-3-fluoropyridin-2-yl)methyl)-2-methylpiperidine-4-carboxylic acid tert-butyl ester C(C)(C)(C)OC(=O)[C@]1(C[C@H](NCC1)C)CC1=NC(=CC=C1F)NC1=NN(C(=C1)C)C(C)(C)C